NC=1C(=NC(=C(C1)C(F)(F)F)NC(CCC=C)(C)C)C(=O)OC methyl 3-amino-6-(1,1-dimethylpent-4-enylamino)-5-(trifluoromethyl)pyridine-2-carboxylate